bis(3-ethyl-4-cyanatophenyl)methane C(C)C=1C=C(C=CC1OC#N)CC1=CC(=C(C=C1)OC#N)CC